COC=1C=C(C=CC1OC)C=1C(=CC=CC1)NCCCC1=NN=CN1C 3',4'-dimethoxy-N-[3-(4-methyl-4H-1,2,4-triazol-3-yl)propyl]-[1,1'-biphenyl]-2-amine